BrC=1C=C(C=CC1)C1=CN=C(O1)C(=O)OCC ethyl 5-(3-bromophenyl)oxazole-2-carboxylate